[Na+].[Na+].[Na+].[Na+].C(CC(=O)[O-])(=O)[O-].C(CC(=O)[O-])(=O)[O-] malonate tetrasodium salt